OC=1C=C(C=CC1)C1=CC(=CC=C1)[N+](=O)[O-] 1-(3-hydroxyphenyl)-3-nitrobenzene